5-methyl-7-{5-oxa-2,8-diazaspiro[3.5]non-2-yl}-4-oxo-1-(1,2,4-thiadiazol-5-yl)-1,4-dihydro-1,8-naphthyridine-3-carboxylic acid CC1=C2C(C(=CN(C2=NC(=C1)N1CC2(C1)OCCNC2)C2=NC=NS2)C(=O)O)=O